C1(CC1)C1=C(C(=C(C=O)C=C1OCC)I)OCC 4-cyclopropyl-3,5-diethoxy-2-iodobenzaldehyde